methyl 5-amino-1H-pyrazole-3-carboxylate NC1=CC(=NN1)C(=O)OC